5-(1-methylheptyl)-4-hydroxy-2-methylbenzoic acid, potassium salt [K+].CC(CCCCCC)C=1C(=CC(=C(C(=O)[O-])C1)C)O